O=S(=O)(OS(=O)(=O)F)F diSulfuryl fluoride